3'-((6-cyano-1-methyl-2-oxo-1,2-dihydro-1,5-naphthyridin-4-yl)(cyclopropylmethyl)amino)-N,N-dimethyl-[1,1'-biphenyl]-3-carboxamide C(#N)C=1N=C2C(=CC(N(C2=CC1)C)=O)N(C=1C=C(C=CC1)C1=CC(=CC=C1)C(=O)N(C)C)CC1CC1